COC(C(CN1CCC1)C)=O 3-(azetidin-1-yl)-2-methylpropanoic acid methyl ester